O1C2=C(OCC1)C=C1C3(C=CC1=C2)CCC2(CC3)NC(NC2=O)=O dihydrodispiro[imidazolidine-4,1'-cyclohexane-4',6''-indeno[5,6-b][1,4]dioxin]-2,5-dione